Cl.C(C)S(=O)(=O)N ethanesulfonylamine hydrochloride